CC1=NN2C(C(N(C3=C(C=CC=C23)NC2=C(N=NC=C2)C(=O)NC([2H])([2H])[2H])C)C([2H])([2H])[2H])=N1 4-((2,5-dimethyl-4-(methyl-d3)-4,5-dihydro-[1,2,4]triazolo[1,5-a]quinoxalin-6-yl)amino)-N-(methyl-d3)pyridazine-3-carboxamide